(2R)-1-{[5-(trifluoromethyl)-1,2,4-Triazin-3-yl]amino}propan-2-ol FC(C=1N=C(N=NC1)NC[C@@H](C)O)(F)F